N-(2-(3,5-dimethoxyphenyl)-2-hydroxyethyl)-6-(4-ethoxyphenyl)pyrazine-2-carboxamide COC=1C=C(C=C(C1)OC)C(CNC(=O)C1=NC(=CN=C1)C1=CC=C(C=C1)OCC)O